8-((methylamino)methyl)-3-(3-(trifluoromethoxy)benzyl)quinolin CNCC=1C=CC=C2C=C(C=NC12)CC1=CC(=CC=C1)OC(F)(F)F